C1(=CC=CC=C1)C=1N=CC(=NC1C1=CC=CC=C1)N1[C@@H](CCC1)COC(COCC(=O)O)(C)C (S)-2-(2-((1-(5,6-diphenylpyrazin-2-yl)pyrrolidin-2-yl)methoxy)2-methylpropyloxy)acetic acid